3-(6-(1H-pyrazol-1-yl)pyridin-2-yl)-3-(5-(2-(5,6,7,8-tetrahydro-1,8-naphthyridin-2-yl)ethoxy)-1H-indazol-1-yl)propionic acid N1(N=CC=C1)C1=CC=CC(=N1)C(CC(=O)O)N1N=CC2=CC(=CC=C12)OCCC1=NC=2NCCCC2C=C1